C1=C(C=CC=2OC3=C(OC21)C=CC(=C3)N)N dibenzo[1,4]dioxan-2,7-diamine